C(C)C=1C=C(C=NC1)B(O)O 5-ETHYLPYRIDIN-3-YLBORONIC ACID